NC1=NC(=CC=C1NC(C1=CC(=CC=C1)NC1=NC=C(C=N1)C1=NC=CC=C1)=O)C(F)(F)F N-(2-Amino-6-(trifluoromethyl)pyridin-3-yl)-3-((5-(pyridin-2-yl)pyrimidin-2-yl)amino)benzamide